BrC=1C=CC=2N(C3=CC=C(C=C3OC2C1)Br)C(CN1CC=2N(CC1)C(=NN2)C(F)(F)F)=O 1-(3,7-dibromo-10H-phenoxazin-10-yl)-2-(3-(trifluoromethyl)-5,6-dihydro-[1,2,4]triazolo[4,3-a]pyrazin-7(8H)-yl)ethan-1-one